C(C1=CC=CC=C1)NCCNCCNCCNCCN N-benzyl-tetraethylenepentamine